OCC1=CC(=NN1)NC1=NC(=C2C=CC=NC2=C1)NC1C2CC3(CC(CC1C3)C2)O 4-[[7-[[5-(hydroxymethyl)-1H-pyrazol-3-yl]amino]-1,6-naphthyridin-5-yl]amino]adamantan-1-ol